5-(4-hydroxycyclohex-1-en-1-yl)thiazol OC1CC=C(CC1)C1=CN=CS1